vaccenic acid anion C(CCCCCCCCC\C=C\CCCCCC)(=O)[O-]